[N+](=O)([O-])C1=CC=C(C(=O)OC2(C(CC3C4CCC5=CC(C=CC5(C4CCC23C)C)=O)C)C(NC)=O)C=C1 10,13,16-trimethyl-17-(methylcarbamoyl)-3-oxo-6,7,8,9,10,11,12,13,14,15,16,17-dodecahydro-3H-cyclopenta[a]phenanthren-17-yl 4-nitrobenzoate